9-benzyl-1,9-diazabicyclo[6.4.0]dodecane C(C1=CC=CC=C1)N1C2CCCCCCN2CCC1